FC1(CCN(CC1)C1=NC2=CC(=C(C=C2C(=N1)NC1=NNC(=C1)CC)OC)OCCCN(C)C)F 2-(4,4-difluoropiperidin-1-yl)-7-(3-(dimethylamino)propoxy)-N-(5-ethyl-1H-pyrazol-3-yl)-6-methoxyquinazolin-4-amine